FC1=C(C=C(C=C1)C(F)(F)F)S(=O)(=O)N[C@@H](C(=O)N1CCC2(C(C(N(C2=O)C)=O)C2=CC=CC=C2)CC1)C(C)C 2-fluoro-N-((2R)-3-methyl-1-(2-methyl-1,3-dioxo-4-phenyl-2,8-diazaspiro[4.5]decan-8-yl)-1-oxobutan-2-yl)-5-(trifluoromethyl)benzenesulfonamide